COC=1C=C2C(=CC=NC2=CC1OC)OC1=C(C=C(C=C1)NC(=O)C1=NC=CN(C1=O)C1=CC=C(C=C1)F)F N-[4-(6,7-dimethoxyquinolin-4-yloxy)-3-fluorophenyl]-3-oxo-4-(4-fluorophenyl)-3,4-dihydropyrazine-2-carboxamide